monoammonium glutamate N[C@@H](CCC(=O)O)C(=O)[O-].[NH4+]